O[C@@H]1[C@@H](SC2=C(NC1=O)C=CC=C2)C2=CC=C(C=C2)C(C)(C)C (2S,3S)-2,3-dihydro-3-hydroxy-2-(4-tert-butylphenyl)-1,5-benzothiazepin-4(5H)-one